cyclohexyl-N-[(7,8-dimethyl-2-oxo-1,2-dihydro-3-quinolinyl)methyl]-N'-phenylurea C1(CCCCC1)N(C(=O)NC1=CC=CC=C1)CC=1C(NC2=C(C(=CC=C2C1)C)C)=O